7,8-difluoronaphthalene-1-ol FC1=CC=C2C=CC=C(C2=C1F)O